C1(CC1)S(=O)(=O)N1N=CC(=C1)C1=NC=CC(=N1)NC1=NC=C(C(=C1)NC1CCC(CC1)(O)CO)C#CC=1C=NN(C1)C(F)F (1s,4s)-4-((2-((2-(1-(Cyclopropylsulfonyl)-1H-pyrazol-4-yl)pyrimidin-4-yl)amino)-5-((1-(difluoromethyl)-1H-pyrazol-4-yl)ethynyl)pyridin-4-yl)amino)-1-(hydroxymethyl)cyclohexan-1-ol